CN1CCC(CC1)C1=CC=C(C=C1)B1OC(C(O1)(C)C)(C)C 1-methyl-4-(4-(4,4,5,5-tetramethyl-1,3,2-dioxaborolan-2-yl)phenyl)-piperidine